(S)-6-(8-amino-1-(4-((4-difluoromethylpyridin-2-yl)carbamoyl)-2-fluorophenyl)imidazo[1,5-a]pyrazin-3-yl)-5-azaspiro[2.4]heptane-5-carboxylic acid tert-butyl ester C(C)(C)(C)OC(=O)N1CC2(CC2)C[C@H]1C1=NC(=C2N1C=CN=C2N)C2=C(C=C(C=C2)C(NC2=NC=CC(=C2)C(F)F)=O)F